1,3-dimethyl-3-(t-butylperoxy)butyl N-[1-{3-(1-methylethenyl)-phenyl}1-methylethyl]carbamate CC(=C)C=1C=C(C=CC1)C(C)(C)NC(OC(CC(C)(OOC(C)(C)C)C)C)=O